ClC=1N=C(C2=C(N1)N(C=C2Cl)COCC[Si](C)(C)C)C2=CC=CC=C2 (2,5-dichloro-7-((2-(trimethylsilyl)ethoxy)methyl)-7H-pyrrolo[2,3-d]pyrimidin-4-yl)benzene